(2S)-2-((R)-3-(4-Chloro-2-fluorophenyl)pentanamido)-N-(4-(cyclopropylamino)-3,4-dioxo-1-((S)-2-oxopyrrolidin-3-yl)butan-2-yl)-4,4-dimethylpentanamid ClC1=CC(=C(C=C1)[C@@H](CC(=O)N[C@H](C(=O)NC(C[C@H]1C(NCC1)=O)C(C(=O)NC1CC1)=O)CC(C)(C)C)CC)F